2-((2S,4r)-2-(azidomethyl)-5-chloro-6-fluoro-2-phenylindolin-4-yl)-3-fluorobenzonitrile N(=[N+]=[N-])C[C@@]1(NC2=CC(=C(C(=C2C1)C1=C(C#N)C=CC=C1F)Cl)F)C1=CC=CC=C1